ClC=1C=C(C=CC1)N1CC(C(C1)COC1=CC=C(C=C1)S(=O)(=O)C)C 3-chlorophenyl-3-methyl-4-((4-(methylsulfonyl)phenoxy)methyl)pyrrolidine